diethyl 2-(1-tert-butoxycarbonylpyrazol-3-yl)oxy-2-methyl-propanedioate C(C)(C)(C)OC(=O)N1N=C(C=C1)OC(C(=O)OCC)(C(=O)OCC)C